(3R,11aS)-N-[(2,4-Difluorophenyl)methyl]-6-hydroxy-3-(2-methylpropyl)-5,7-dioxo-2,3,5,7,11,11a-hexahydro[1,3]oxazolo[3,2-a]pyrido[1,2-d]pyrazine-8-carboxamide FC1=C(C=CC(=C1)F)CNC(=O)C=1C(C(=C2N(C[C@H]3N(C2=O)[C@@H](CO3)CC(C)C)C1)O)=O